3-(2-(dimethylamino)-1-(4-(5-morpholino-1-tosyl-1H-pyrrolo[2,3-b]pyridin-3-yl)-2-oxopyridin-1(2H)-yl)ethyl)benzonitrile CN(CC(N1C(C=C(C=C1)C1=CN(C2=NC=C(C=C21)N2CCOCC2)S(=O)(=O)C2=CC=C(C)C=C2)=O)C=2C=C(C#N)C=CC2)C